3-((6'-Chloro-3-methoxy-[2,3'-bipyridin]-4'-yl)amino)propan-1-ol ClC1=CC(=C(C=N1)C1=NC=CC=C1OC)NCCCO